gamma-anilinopropyl-silane N(C1=CC=CC=C1)CCC[SiH3]